FC1=CC=C(CNC=2N=CC(=NC2)C2=CC3=C(NC(N3)=O)C=C2)C=C1 5-(5-((4-Fluorobenzyl)amino)pyrazin-2-yl)-1H-benzo[d]imidazol-2(3H)-one